2,4-bis(allyl)-6-(2-hydroxyphenyl)1,3,5-triazine C(C=C)C1=NC(=NC(=N1)CC=C)C1=C(C=CC=C1)O